FC=1C=C(C=NC1)CNC(=O)C1CCN(CC1)C=1SC2=C(N1)C=CC(=C2)C(=O)O 2-(4-((5-fluoropyridin-3-yl)methylcarbamoyl)piperidin-1-yl)benzo[d]thiazole-6-carboxylic acid